FC=1C=C(C=CC1)N(C(=O)OCC1CCC(CC1)COCC(=O)O)C1=CC=C(C=C1)OC 2-(((1r,4r)-4-(((3-fluorophenyl)(4-methoxyphenyl)carbamoyloxy)methyl)cyclohexyl)methoxy)acetic acid